Pyridinediimine N=1C(C(C=CC1)=N)=N